glycidyl (R)-p-toluenesulfonate CC1=CC=C(C=C1)S(=O)(=O)OCC1CO1